[Cl-].[Ca+2].[OH-].[Na+] sodium hydroxide calcium chloride salt